3-amino-N-[(4-{2-[(1-methyl-3,4-dihydro-1H-2-benzopyran-1-yl)formamido]ethyl}phenyl)methyl]pyrazine-2-carboxamide NC=1C(=NC=CN1)C(=O)NCC1=CC=C(C=C1)CCNC(=O)C1(OCCC2=C1C=CC=C2)C